C(C)C(C1=CC=CC=C1)N (+)-alpha-ethylbenzylamine